5-(2-{5-chloro-2-oxo-1,2-dihydrospiro[indole-3,4'-piperidin]-1'-yl}ethoxy)-2-methanesulfonylbenzonitrile ClC=1C=C2C(=CC1)NC(C21CCN(CC1)CCOC=1C=CC(=C(C#N)C1)S(=O)(=O)C)=O